Imidazo[4,5-b]Pyrazine-2-hydrazide N1C(=NC=2C1=NC=CN2)C(=O)NN